krypton chlorine [Cl].[Kr]